ClC1=NC=CC(=N1)NC1=NN(C=C1)C 2-chloro-N-(1-methyl-1H-pyrazol-3-yl)pyrimidin-4-amine